ClC1=CC(=C2CCCC2=C1)C#N (S)-6-chloro-4-cyano-2,3-dihydro-1H-indene